(1R,3S,5R)-2-(2-(3-acetyl-5-(2-methylpyrimidin-5-yl)-1H-indazol-1-yl)acetyl)-N-((Z)-3-(3-chlorophenyl)-2-fluorobut-2-en-1-yl)-2-azabicyclo[3.1.0]hexane-3-carboxamide C(C)(=O)C1=NN(C2=CC=C(C=C12)C=1C=NC(=NC1)C)CC(=O)N1[C@@H]2C[C@@H]2C[C@H]1C(=O)NC/C(=C(\C)/C1=CC(=CC=C1)Cl)/F